C(C)(=O)C1=C(C(=C(C2=C1OC=1[C@@]2(C(C=2C(=NN(C2C1)C1=CC=C(C=C1)S(=O)(=O)N)C)=O)C)O)C)O (R)-4-(8-acetyl-5,7-dihydroxy-3,4a,6-trimethyl-4-oxo-4,4a-dihydro-1H-benzofuro[3,2-f]indazol-1-yl)benzenesulfonamide